FC1=C(C2=C(CCO2)C=C1)B(O)O (6-fluoro-2,3-dihydro-1-benzofuran-7-yl)boronic acid